FC=1C(=C(C=CC1F)[C@@H]1[C@H](O[C@@]([C@@H]1C)(C(F)(F)F)C)C(=O)NC1=CN=NC=C1)OC |o1:8,9,11,12| rel-(2S,3R,4R,5S)-3-(3,4-difluoro-2-methoxyphenyl)-4,5-dimethyl-N-(pyridazin-4-yl)-5-(trifluoromethyl)tetrahydrofuran-2-carboxamide